1-(4-vinylphenyl)-2-(4-benzocyclobuteneyl)ethylene C(=C)C1=CC=C(C=C1)C=CC1=CC2=C(C=C2)C=C1